2-{[(αR)-6-(4-cyclohexylmethyl-2,5-dioxoimidazolidin-1-yl)spiro-[3.3]heptan-2-yl]-oxy}pyridine-3-carboxamide C1(CCCCC1)CC1NC(N(C1=O)C1CC2(CC(C2)OC2=NC=CC=C2C(=O)N)C1)=O